C[C@H]1CCC[C@@H]2[C@@]1(CC[C@H]3[C@]2(CC[C@@]4([C@@]3(CC[C@@]5([C@H]4CC(CC5)(C)C)C)C)C)C)C The molecule is a triterpene that is docosahydropicene substituted by 8 methyl groups at positions 2, 2, 4a, 6a, 8a, 9, 12b and 14a. It has a role as a metabolite.